(Z)-S-(2-(N-((4-amino-2-methylpyrimidin-5-yl)methyl) formamido)-5-(phosphonooxy)pent-2-en-3-yl) 5-chlorothiophene-2-carbothioate ClC1=CC=C(S1)C(S\C(=C(\C)/N(C=O)CC=1C(=NC(=NC1)C)N)\CCOP(=O)(O)O)=O